[P].[C] carbon phosphorus